(5S,7S)-2-((difluoromethyl)thio)-7-fluoro-5-(2-fluorophenyl)-6,7-dihydro-5H-pyrrolo[1,2-b][1,2,4]triazole FC(SC=1N=C2N(N1)[C@@H](C[C@@H]2F)C2=C(C=CC=C2)F)F